(S)-N'-((5-(2-methoxypyridin-4-yl)-2,3-dihydrobenzofuran-4-yl)carbamoyl)-6,6-dimethyl-6,7-dihydro-5H-pyrazolo[5,1-b][1,3]oxazine-3-sulfonimidamide COC1=NC=CC(=C1)C=1C=CC2=C(CCO2)C1NC(=O)N=[S@@](=O)(N)C=1C=NN2C1OCC(C2)(C)C